O(C1=CC=CC=C1)CC(=O)N1CCC2(C(C2)CNC(=O)N2CC=3C=NC=CC3C2)CC1 N-[[6-(2-phenoxyacetyl)-6-azaspiro[2.5]octan-2-yl]methyl]-1,3-dihydropyrrolo[3,4-c]pyridine-2-carboxamide